[Cl-].C(CCCCCCCCCCCCCCCCC)[N+](CCCCCCCCCC[Si](OCC)(OCC)OCC)(C)C octadecyl-dimethyl-(10-triethoxysilyldecyl)ammonium chloride